2-(4-(5-chloro-2-(4-(trifluoromethyl)-1H-1,2,3-triazole-1-yl)phenyl)-5-methoxy-2-oxo-pyridin-1(2H)-yl)-3-phenylpropionamide ClC=1C=CC(=C(C1)C1=CC(N(C=C1OC)C(C(=O)N)CC1=CC=CC=C1)=O)N1N=NC(=C1)C(F)(F)F